9,9'-(2-(4-(9H-Carbazol-9-yl-d8)-6-chloro-1,3,5-triazin-2-yl)-1,3-phenylene)bis(9H-carbazole-1,2,3,4,5,6,7,8-d8) C1(=C(C(=C(C=2C3=C(C(=C(C(=C3N(C12)C1=NC(=NC(=N1)Cl)C1=C(C=CC=C1N1C2=C(C(=C(C(=C2C=2C(=C(C(=C(C12)[2H])[2H])[2H])[2H])[2H])[2H])[2H])[2H])N1C2=C(C(=C(C(=C2C=2C(=C(C(=C(C12)[2H])[2H])[2H])[2H])[2H])[2H])[2H])[2H])[2H])[2H])[2H])[2H])[2H])[2H])[2H])[2H]